1-(8-{4-[(3-methyl-4-{[1,2,4]triazolo[1,5-a]pyridin-7-ylmethyl}phenyl)amino]pyrido[3,2-d]pyrimidin-6-yl}-3,8-diazabicyclo[3.2.1]octan-3-yl)prop-2-en-1-one CC=1C=C(C=CC1CC1=CC=2N(C=C1)N=CN2)NC=2C1=C(N=CN2)C=CC(=N1)N1C2CN(CC1CC2)C(C=C)=O